C1(CC1)C(=O)NC1=NC=C(C(=O)NC([2H])([2H])[2H])C(=C1)NC1=CN(C=2N=CN(C(C21)=O)[C@@H](C(F)(F)F)C)CC |o1:30| (R*)-6-(cyclopropanecarboxamido)-4-((7-ethyl-4-oxo-3-(1,1,1-trifluoropropan-2-yl)-4,7-dihydro-3H-pyrrolo[2,3-d]pyrimidin-5-yl)amino)-N-(methyl-d3)nicotinamide